(S)-3-Methoxy-1-(4-(4,4,5,5-tetramethyl-1,3,2-dioxaborolan-2-yl)phenyl)pyrrolidine CO[C@@H]1CN(CC1)C1=CC=C(C=C1)B1OC(C(O1)(C)C)(C)C